C1N(CCC2=CC=C(C=C12)[2H])C1=CC(=C(C(=C1)C)C(C(=O)N)C(C)(C)C)SCC (4-(3,4-dihydroisoquinolin-2(1H)-yl-7-d)-2-(ethylsulfanyl)-6-methylphenyl)-3,3-dimethylbutyramide